3-(6-((1-Acetylazetidin-3-yl)oxy)-7-(1-methyl-1H-pyrazol-4-yl)imidazo[1,2-b]pyridazin-3-yl)-N-methylbenzamide C(C)(=O)N1CC(C1)OC=1C(=CC=2N(N1)C(=CN2)C=2C=C(C(=O)NC)C=CC2)C=2C=NN(C2)C